C(C1=CC=CC=C1)=C(O)[C@H](O)[C@@H](O)[C@H](O)[C@H](O)CO Benzylidenesorbitol